(2E)-2-[2-[[(Z)-[1-(3,4-difluorophenyl)-2-methoxy-ethylidene]-amino]oxymethyl]-3-methyl-phenyl]-2-methoxyimino-N-methyl-acetamide FC=1C=C(C=CC1F)/C(/COC)=N/OCC1=C(C=CC=C1C)\C(\C(=O)NC)=N/OC